2-(difluoromethyl)-5-(6-((4-(2-methylisoindolin-4-yl)-1H-1,2,3-triazol-1-yl)methyl)pyridin-3-yl)-1,3,4-oxadiazole FC(C=1OC(=NN1)C=1C=NC(=CC1)CN1N=NC(=C1)C1=C2CN(CC2=CC=C1)C)F